C1(=CC=CC=C1)N(CC(=O)[O-])CC(=O)[O-] N-phenyliminodiacetic acid anion